4-[(4-aminophenyl)(thiophen-3-yl)methyl]aniline NC1=CC=C(C=C1)C(C1=CC=C(N)C=C1)C1=CSC=C1